C(C)(C)[C@H]1N=C([C@@H](N=C1OC)CC1=CC=C(C2=C1OCCO2)C=2C(N(C(N(C2C)C)=O)C)=O)OC 5-(8-(((2S,5R)-5-isopropyl-3,6-dimethoxy-2,5-dihydropyrazin-2-yl)methyl)-2,3-dihydrobenzo[b][1,4]dioxin-5-yl)-1,3,6-trimethylpyrimidine-2,4(1H,3H)-dione